1-(3-(5-(4-(trifluorometh-yl)phenoxy)-1,2,3,4-tetrahydroisoquinoline-2-carbonyl)pyrrolidin-1-yl)prop-2-en-1-one FC(C1=CC=C(OC2=C3CCN(CC3=CC=C2)C(=O)C2CN(CC2)C(C=C)=O)C=C1)(F)F